2-(3,4-Dimethoxyphenyl)-5-fluoro-6-(1'-isopropyl-[1,4'-bipiperidin]-4-yl)-1H-benzo[d]imidazol COC=1C=C(C=CC1OC)C1=NC2=C(N1)C=C(C(=C2)F)C2CCN(CC2)C2CCN(CC2)C(C)C